2-(5-(cyclopropylmethyl)-3-(4-fluoro-3-(4-methylthiophen-2-yl)phenyl)-4-(3-fluoro-4-sulfamoylbenzyl)-1H-pyrazol-1-yl)thiazole-4-carboxylic acid C1(CC1)CC1=C(C(=NN1C=1SC=C(N1)C(=O)O)C1=CC(=C(C=C1)F)C=1SC=C(C1)C)CC1=CC(=C(C=C1)S(N)(=O)=O)F